NC1=NC=C(C2=C1C(=NN2)C2=CC(=C(C=C2)NS(=O)(=O)CC)OCC2=CC=C(C=C2)F)C=2C=NN(C2)CCC(=O)O 3-[4-(4-amino-3-{4-ethanesulfonamido-3-[(4-fluorophenyl)methoxy]phenyl}-1H-pyrazolo[4,3-c]pyridin-7-yl)-1H-pyrazol-1-yl]propanoic acid